C1(CC1)C=1CCCC2=C(C1C1=CC=C(C=C1)N1CCC(CC1)CN1CCN(CC1)C=1C=C3CN(C(C3=CC1)=O)[C@@H]1C(NC(CC1)=O)=O)C=CC(=C2)C(=O)O (S)-8-cyclopropyl-9-(4-(4-((4-(2-(2,6-dioxopiperidin-3-yl)-1-oxoisoindolin-5-yl)piperazin-1-yl)methyl)piperidin-1-yl)phenyl)-6,7-dihydro-5H-benzo[7]annulene-3-carboxylic acid